3,3'-pentamethylenebis(5-amino-1H-1,2,4-triazole) NC1=NC(=NN1)CCCCCC1=NNC(=N1)N